CN1C=CC2=CC=C(C=C12)C#N 1-methyl-6-cyano-1H-indole